[4-methyl-3-[[3-(9-tetrahydropyran-2-ylpurin-6-yl)-2-pyridyl]amino]phenyl]oxazole-4-carboxamide CC1=C(C=C(C=C1)C=1OC=C(N1)C(=O)N)NC1=NC=CC=C1C1=C2N=CN(C2=NC=N1)C1OCCCC1